(2S,3S,4R,5S,6S)-2-(acetoxymethyl)-6-(4-(6-fluoro-2-methyl-4-oxoquinazolin-3(4H)-yl)phenoxy)tetrahydro-2H-pyran C(C)(=O)OC[C@H]1O[C@H](CCC1)OC1=CC=C(C=C1)N1C(=NC2=CC=C(C=C2C1=O)F)C